C(#N)C(=CC=1C=CC=CC1)C(=O)N(CC)CC 3-(2-cyano-3-(diethylamino)-3-oxoprop-1-en-1-yl)benzene